1-dodecylpiperidine-2-thione C(CCCCCCCCCCC)N1C(CCCC1)=S